pyrophosphoric acid (pyrophosphite) OP(O)OP(O)O.P(=O)(O)(O)OP(=O)(O)O